5-Chloro-4-methoxy-1H-indazole ClC=1C(=C2C=NNC2=CC1)OC